N-(5-(3-(cyclopropylmethyl)-4-oxo-3,4-dihydro-quinazolin-6-yl)pyridin-2-yl)-3-fluoropentanamide C1(CC1)CN1C=NC2=CC=C(C=C2C1=O)C=1C=CC(=NC1)NC(CC(CC)F)=O